(S)-1-(8-((2-amino-3-chloropyridin-4-yl)thio)imidazo[1,5-a]pyrazin-5-yl)-4'h,6'h-spiro[piperidin-4,5'-pyrrolo[1,2-b]pyrazol]-4'-amine NC1=NC=CC(=C1Cl)SC=1C=2N(C(=CN1)N1CCC3([C@@H](C=4N(N=CC4)C3)N)CC1)C=NC2